FC(CN1C=NC(=C1C=1C=CC=2N(N1)C(=CN2)C#N)C2=CC(=CC=C2)CO)F 6-(1-(2,2-difluoroethyl)-4-(3-(hydroxy-methyl)phenyl)-1H-imidazol-5-yl)imidazo[1,2-b]pyridazine-3-carbonitrile